IC1=CC=C(C=C1)NC(C[N+]1=CC2=CC=CC=C2C=C1)=O 2-(2-((4-iodophenyl)amino)-2-oxoethyl)isoquinolin-2-ium